C(C)C=1N(C(C2=C(N1)COCC2)=O)CC2=NOC(=C2)C2=C(C#N)C=C(C(=C2)OC)F 2-(3-((2-Ethyl-4-oxo-4,5,6,8-tetrahydro-3H-pyrano[3,4-d]pyrimidin-3-yl)methyl)isoxazol-5-yl)-5-fluoro-4-methoxybenzonitrile